methyl-pyrido[3,4]pyrimidine-4,6-diamine CC1=NC2=C(C(=N1)N)CN(C=C2)N